C(C(C)C)N1C2CNC(C1)C2 2-Isobutyl-2,5-diazabicyclo[2.2.1]heptane